(1aS,7bR)-5-[2-(3-dimethylaminopropyl-amino)benzenesulfonylamino]-1,1a,2,7b-tetrahydrocyclopropa[c]benzopyran-4-carboxylic acid CN(CCCNC1=C(C=CC=C1)S(=O)(=O)NC1=C(C2=C([C@H]3[C@@H](CO2)C3)C=C1)C(=O)O)C